NCC1=NN(C2=NC=CC(=C21)N(CCO)C)C2=CC=C(C=C2)OC(F)(F)F 2-[[3-(aminomethyl)-1-[4-(trifluoromethoxy)phenyl]pyrazolo[3,4-b]pyridin-4-yl]-methyl-amino]ethanol